C(C)OCC1(CN(CC1)C(C(O)C=1C=NC(=CC1)C)C)CCC1=CC=CC=C1 2-(3-(ethoxymethyl)-3-phenethylpyrrolidin-1-yl)-1-(6-methylpyridin-3-yl)propan-1-ol